C(C1=CC=CC=C1)OC(CC1CC(C1)N(CCCCCCCC(=O)O)C(=O)N1CCN(CCC1)CC)=O 8-[{(1r,3r)-3-[2-(benzyloxy)-2-oxoethyl]cyclobutyl}(4-ethyl-1,4-diazepane-1-carbonyl)amino]octanoic acid